ClC=1C=C(C=CC1N1C(N(C=C1)C)=O)C1=C(C(=CC(=C1)F)C=1C=NC(=CC1)OC1CCNCC1)O 1-(3-chloro-5'-fluoro-2'-hydroxy-3'-(6-(piperidin-4-yloxy)pyridin-3-yl)-[1,1'-biphenyl]-4-yl)-3-methyl-1H-imidazol-2(3H)-one